[Na].[Na].C=1(O)C(O)=CC=CC1 catechol, disodium salt